O1C(=CC=C1)C(=O)NC=1C=C2C(=CNC2=CC1)C1CCN(CC1)CC(C)(C)C 5-(2-furoyl)amino-3-(1-neopentylpiperidin-4-yl)-1H-indole